C(C1=CC=CC=C1)N1CCC(CC1)C=1C=C2C=C(C=NC2=CC1)N1C(NC(C=C1)=O)=O 1-(6-(1-benzylpiperidin-4-yl)quinolin-3-yl)pyrimidine-2,4(1H,3H)-dione